C(C)(C)(C)NCCC=C(C(=O)O)C.C(CCCCCS)S [1,6-hexanedithiol] [2-(tert-butylamino) ethyl methacrylate]